C(\C(\C)=C/C(=O)[O-])(=O)OC methyl citraconate